3-[2-Hydroxy-4-(trifluoromethyl)phenyl]-4-methyl-6-[(8-methyl-8-azabicyclo[3.2.1]octan-2-yl)amino]-1,2,4-triazin-5-one OC1=C(C=CC(=C1)C(F)(F)F)C1=NN=C(C(N1C)=O)NC1C2CCC(CC1)N2C